(R)-6-[[1-[3-[(2,2-difluoro-1,3-benzodioxol-5-yl)-methyl-carbamoyl]phenyl]-3-(trifluoromethyl)-4,5,6,7-tetrahydroindazol-7-yl]oxy]pyridine-3-carboxylic acid FC1(OC2=C(O1)C=CC(=C2)N(C(=O)C=2C=C(C=CC2)N2N=C(C=1CCC[C@H](C21)OC2=CC=C(C=N2)C(=O)O)C(F)(F)F)C)F